3-(1-isopropylbenzotriazol-5-yl)-5-(3-methoxyphenyl)-1,2,4-oxadiazole C(C)(C)N1N=NC2=C1C=CC(=C2)C2=NOC(=N2)C2=CC(=CC=C2)OC